C1(CC1)CC1=C(C=NN1C)C1=NC(=NC=C1)NC1CCC2(COC(N2)=O)CC1 8-((4-(5-(cyclopropyl-methyl)-1-methyl-1H-pyrazol-4-yl)pyrimidin-2-yl)amino)-3-oxa-1-azaspiro[4.5]decan-2-one